COC=1C=C(C=CC1OC)C1=CC=NC=2N1N=C(C2)C(=O)N2CCCC1=CC(=CC=C21)C(=O)OC methyl 1-(7-(3,4-dimethoxyphenyl)pyrazolo[1,5-a]pyrimidine-2-carbonyl)-1,2,3,4-tetrahydroquinoline-6-carboxylate